[Co].C(C)(=O)CC(C)=O acetylacetone cobalt salt